C(C)(=O)NNC([C@@H](N)C)=O alanine-2-acetylhydrazide